C1OCC12CN(CC2)C=2C=C(C=NC2)N2C[C@@H](CC2)C=2C=C(C(=O)NC1=CC(=CC=C1)C(F)(F)F)C=CC2C (S)-3-(1-(5-(2-oxa-6-azaspiro[3.4]oct-6-yl)pyridin-3-yl)pyrrolidin-3-yl)-4-methyl-N-(3-(trifluoromethyl)phenyl)benzamide